CO[C@@H]1CC[C@H](CC1)NC(=O)C=1C=NN2C1C=C(C=C2)C2=CNC=1N=C(N=CC12)N[C@H](COC)C N-(trans-4-methoxycyclohexyl)-5-(2-(((S)-1-methoxypropan-2-yl)amino)-7H-pyrrolo[2,3-d]pyrimidin-5-yl)pyrazolo[1,5-a]pyridine-3-carboxamide